ClC1=CC=C(C(=N1)C(=O)OC)N[C@H](C)C1=NC(=CC(=C1)C)C1C(OCC1CCC1=CC=CC=C1)=O Methyl 6-chloro-3-(((1R)-1-(4-methyl-6-(2-oxo-4-phenethyloxaolidin-3-yl)pyridin-2-yl)ethyl)amino)picolinate